lithium 2-(diphenyl-phosphoryl)phenolate C1(=CC=CC=C1)P(=O)(C1=CC=CC=C1)C1=C(C=CC=C1)[O-].[Li+]